BrC=1C=CC(=NC1)S(=O)(=O)N1CCN(CC1)C 1-((5-Bromopyridin-2-yl)sulfonyl)-4-methylpiperazine